C(C)(=O)OC1CCCCC1 6-cyclohexyl acetate